N1C=C(C2=CC=CC=C12)C([C@H](C1=CC=CC=C1)N[C@@H](CC1=CC=C(C(=O)N)C=C1)C)=O (R,S)-4-(2-((2-(1H-indol-3-yl)-2-oxo-1-phenyl-ethyl)amino)propyl)benzamide